[C@]1([C@H](C[C@@H](CC1)[C@H](CO)C)O)(C)O (1S,2S,4R,8R)-p-Menthane-1,2,9-triol